((5aR,6S,7S,8R,8aS)-3-chloro-7-((3,3-difluoroazetidin-1-yl)methyl)-8,8a-dihydroxy-1-methoxy-6-phenyl-6,7,8,8a-tetrahydro-5aH-cyclopenta[4,5]furo[3,2-c]pyridin-5a-yl)benzonitrile ClC1=CC2=C(C(=N1)OC)[C@]1([C@@](O2)([C@@H]([C@H]([C@H]1O)CN1CC(C1)(F)F)C1=CC=CC=C1)C1=C(C#N)C=CC=C1)O